2-[2-Fluoro-4-(1-hydroxyethyl)phenyl]-N-[(3S)-9-fluoro-2-oxo-5-phenyl-1,3-dihydro-1,4-benzodiazepin-3-yl]pyrazolo[1,5-a]pyrimidine-3-carboxamide FC1=C(C=CC(=C1)C(C)O)C1=NN2C(N=CC=C2)=C1C(=O)N[C@@H]1C(NC2=C(C(=N1)C1=CC=CC=C1)C=CC=C2F)=O